C(C1=CC=CC=C1)N1CC(CCC1)C1=CC=NC=2N1N=C(C2CNCC2CCN(CC2)C(C)=O)C 1-(4-((((7-(1-Benzylpiperidin-3-yl)-2-methylpyrazolo[1,5-a]pyrimidin-3-yl)methyl)amino)methyl)piperidin-1-yl)ethan-1-one